C1(=CC=CC=C1)C1NC2=CC=CC=C2C1 2-phenyl-2,3-dihydro-1H-indole